COC(=O)[C@@H]1C(CCCC1=C)(C)C.CN(CCC(=O)C=1C=NN2C1N=C(C=C2C(F)(F)F)C2=CC=C(C=C2)OC)C |r| 3-(dimethylamino)-1-[5-(4-methoxyphenyl)-7-(trifluoromethyl)pyrazolo[1,5-a]pyrimidin-3-yl]propan-1-one (+-)-methyl-2,2-dimethyl-6-methylene-1-cyclohexanecarboxylate